7-chloro-6-(3-fluoro-2-pyridyl)-4-methyl-8-(trifluoromethyl)-4H-[1,2,4]triazolo[1,5-a][1,4]benzodiazepine-2-carboxylic acid ClC1=C(C=CC2=C1C(=NC(C=1N2N=C(N1)C(=O)O)C)C1=NC=CC=C1F)C(F)(F)F